N-(2-((4-acrylamidophenyl)amino)pyrimidin-4-yl)-N-(4-fluorophenyl)cyclopropane-1,1-dicarboxamide C(C=C)(=O)NC1=CC=C(C=C1)NC1=NC=CC(=N1)N(C(=O)C1(CC1)C(=O)N)C1=CC=C(C=C1)F